OCCC1=C(C=CC=C1)NC(=O)NC1=CC(=CC=C1)OC(F)(F)F 1-[2-(2-hydroxyethyl)phenyl]-3-(3-(trifluoromethoxy)phenyl)urea